N1C=C(C2=CC=CC=C12)B(O)O 1H-indol-3-ylboronic acid